CC1=NC(=CC(=C1Cl)N)Cl methyl-4-amino-3,6-dichloropyridine